C1(CCCC1)NC1=NC=C2N=C(N(C2=N1)C1CCC(CC1)C(=O)N)NC1=C(C=C(C=C1Cl)C#N)Cl (1s,4s)-4-(2-(cyclopentylamino)-8-(2,6-dichloro-4-cyanophenylamino)-9H-purin-9-yl)cyclohexanecarboxamide